2-(6-{5-chloro-2-[(oxacyclohex-4-yl)amino]pyrimidin-4-yl}-1-oxo-2,3-dihydro-1H-isoindol-2-yl)-N-(2-methylbut-2-yl)acetamide ClC=1C(=NC(=NC1)NC1CCOCC1)C1=CC=C2CN(C(C2=C1)=O)CC(=O)NC(C)(CC)C